chromium vanadium nitrogen 5-amino-4-[5-[4-[3-[(1-tert-butoxycarbonyl-4-piperidyl)oxy]cyclobutyl]piperazin-1-yl]-4-fluoro-1-oxo-isoindolin-2-yl]-5-oxo-pentanoic acid NC(C(CCC(=O)O)N1C(C2=CC=C(C(=C2C1)F)N1CCN(CC1)C1CC(C1)OC1CCN(CC1)C(=O)OC(C)(C)C)=O)=O.[N].[V].[Cr]